7-[(4R)-7-chloro-10-[3-(4-chloro-3,5-dimethyl-phenoxy)propyl]-6-(4,6-dimethylpyrimidin-5-yl)-4-methyl-1-oxo-3,4-dihydropyrazino[1,2-a]indol-2-yl]-1,5-dimethyl-indole-2-carboxylic Acid ClC=1C=CC=2C(=C3N(C2C1C=1C(=NC=NC1C)C)[C@@H](CN(C3=O)C=3C=C(C=C1C=C(N(C31)C)C(=O)O)C)C)CCCOC3=CC(=C(C(=C3)C)Cl)C